Methyl-3-(((1H-benzo[d]imidazol-2-yl)amino)methyl)-1H-indole CN1C=C(C2=CC=CC=C12)CNC1=NC2=C(N1)C=CC=C2